6-benzyloxy-5-fluoro-7-methoxy-1-[(E)-2-(6-methyl-1,3-benzodioxol-5-yl)vinyl]-1,2,3,4-tetrahydroisoquinoline C(C1=CC=CC=C1)OC=1C(=C2CCNC(C2=CC1OC)\C=C\C1=CC2=C(OCO2)C=C1C)F